C1CCC2=C(C=3CCCC3C=C12)NC(=O)N=[S@](=O)(N)C1=CC=2COCCC2S1 (R)-N'-((1,2,3,5,6,7-hexahydro-s-indacen-4-yl)carbamoyl)-6,7-dihydro-4H-thieno[3,2-c]pyran-2-sulfonimidamide